(E)-2-(6-Methoxy-1-indanylidene)-2-fluoroethanol COC1=CC=C2CC/C(/C2=C1)=C(/CO)\F